7-((4-(4-(fluoromethyl)piperidin-1-yl)phenyl)amino)-4-methyl-2H-benzo[b][1,4]oxazin-3(4H)-one FCC1CCN(CC1)C1=CC=C(C=C1)NC=1C=CC2=C(OCC(N2C)=O)C1